4,4'-(biphenyl-2,5-diylbisoxy)bisaniline C1(=C(C=CC(=C1)OC1=CC=C(N)C=C1)OC1=CC=C(N)C=C1)C1=CC=CC=C1